N-(3-chloro-5-(methylsulfonamido)phenyl)-1-(3-((3-hydroxybenzyl)oxy)pyridin-2-yl)-1H-pyrazole-4-carboxamide ClC=1C=C(C=C(C1)NS(=O)(=O)C)NC(=O)C=1C=NN(C1)C1=NC=CC=C1OCC1=CC(=CC=C1)O